C(CCCCCCCCCCC\C=C/CCCCCCCC)(=O)N cis-13-Docosenamid